FC=1C=C(C=C2C(=CC=NC12)[C@@H](C)NC(OC(C)(C)C)=O)C1=NC(=NC=C1F)NC1CCN(CC1)S(=O)(=O)C |r| (±)-Tert-butyl (1-(8-fluoro-6-(5-fluoro-2-((1-(methylsulfonyl)piperidin-4-yl)amino)pyrimidin-4-yl)quinolin-4-yl)ethyl)carbamate